4-(difluoromethyl)chlorobenzene Methyl-(1R,3R)-3-aminocyclohexanecarboxylate hydrochloride Cl.COC(=O)[C@H]1C[C@@H](CCC1)N.FC(C1=CC=C(C=C1)Cl)F